2-[Hydroxy(tetrahydrofuran-3-yl)methylene]propanedinitrile OC(=C(C#N)C#N)C1COCC1